(S)-11-(4-fluorophenyl)-3-methoxy-8-((S)-2-methylpiperazin-1-yl)-10-(trifluoromethyl)-3,4-dihydro-2H,6H-[1,4]thiazepino[2,3,4-ij]quinazolin-6-one FC1=CC=C(C=C1)C1=C(C=C2C(=NC(N3C2=C1SC[C@H](C3)OC)=O)N3[C@H](CNCC3)C)C(F)(F)F